2-(((2-bromopyridin-4-yl)oxy)methyl)-6-cyclopropylimidazo[1,2-a]pyridine BrC1=NC=CC(=C1)OCC=1N=C2N(C=C(C=C2)C2CC2)C1